N[C@H]1COCC[C@H]1OC=1C=C2CN(C(C2=CC1)=O)C1C(NC(CC1)=O)=O 3-(5-(((3S,4R)-3-aminotetrahydro-2H-pyran-4-yl)oxy)-1-oxoisoindolin-2-yl)piperidine-2,6-dione